(1-methyl-1-phenyl-2-isobutoxyethyl) ethyl carbonate C(OC(COCC(C)C)(C1=CC=CC=C1)C)(OCC)=O